4-(2-(((2R,7aS)-2-fluorotetrahydro-1H-pyrrolizin-7a(5H)-yl)methoxy)-4-(methylthio)quinazolin-7-yl)naphthalen-2-ol F[C@@H]1C[C@@]2(CCCN2C1)COC1=NC2=CC(=CC=C2C(=N1)SC)C1=CC(=CC2=CC=CC=C12)O